OC1=C(C(=CC(=C1)C)C)C1=CC=C(N=N1)N1C[C@H](OCC1)C(CC)=O 1-[(2S)-4-[6-(2-hydroxy-4,6-dimethylphenyl)pyridazin-3-yl]morpholin-2-yl]propan-1-one